CCO[Si](OC)(CCCCCCCCC)C(C)(C)C methyl-tertiary butyl-nonyl-dimethoxysilane